C(CC)OC(CC1=CC=C(C=C1)OC(C)COC(C=C)=O)=O 4-(3-acryloyloxy-2-propoxy)phenyl-acetic acid propyl ester